C(C)(C)NC(C1=C(C=CC=C1)OC)=O N-isopropyl-2-methoxybenzamide